1-(((3S)-1-(((2S)-2-methyl-1-azetidinyl)sulfonyl)-3-piperidinyl)carbonyl)-N-(4-(trifluoromethyl)benzyl)-D-prolinamide C[C@@H]1N(CC1)S(=O)(=O)N1C[C@H](CCC1)C(=O)N1[C@H](CCC1)C(=O)NCC1=CC=C(C=C1)C(F)(F)F